FC1=C(OC2=C(COC3=CC=C(C=C3)CCC(=O)O)C=CC=C2)C=CC=C1 3-(4-((2-(2-fluorophenoxy)benzyl)oxy)phenyl)propanoic acid